2-(5-fluoro-3-(4-sulfamoyl-benzyl)-1H-indol-1-yl)thiazole-4-carboxylic acid FC=1C=C2C(=CN(C2=CC1)C=1SC=C(N1)C(=O)O)CC1=CC=C(C=C1)S(N)(=O)=O